3-((4-(5-chloro-3-methyl-2-(((R)-morpholin-2-yl)methyl)phenyl)-5-methylpyrrolo[2,1-f][1,2,4]triazin-6-yl)methyl)-6,6-dimethyl-3-azabicyclo[3.1.0]hexane-2,4-dione hydrochloride Cl.ClC=1C=C(C(=C(C1)C1=NC=NN2C1=C(C(=C2)CN2C(C1C(C1C2=O)(C)C)=O)C)C[C@@H]2CNCCO2)C